NC=1N=C(SC1C(C1=CC=CC=C1)=O)N([C@H](C(=O)N)C)C=1C=NC=CC1 (S)-2-[(4-amino-5-benzoyl-thiazol-2-yl)-(3-pyridinyl)amino]propanamide